ClC1=CC=C(C=C1)N1N=CC(=C1)C=1C=C(C=C(C1)F)CN (3-(1-(4-chlorophenyl)-1H-pyrazol-4-yl)-5-fluorophenyl)methanamine